OC1=C2C=CC(OC2=CC(=C1)O)=O 5,7-dihydroxycoumarin